CNC(=O)C1=NOC(=N1)CN1C(N(C2=C1C=CC(=C2)S(NC2(CC2)C)(=O)=O)C=2OC(=NN2)C)=O N-methyl-5-[[5-[(1-methylcyclopropyl)sulfamoyl]-3-(5-methyl-1,3,4-oxadiazol-2-yl)-2-oxo-benzoimidazol-1-yl]methyl]-1,2,4-oxadiazol-3-carboxamide